benzyl 5-(morpholinomethyl)-3,3a,4,5,6,6a-hexahydro-1H-cyclopenta[c]pyrrole-2-carboxylate O1CCN(CC1)CC1CC2C(CN(C2)C(=O)OCC2=CC=CC=C2)C1